C(C)C(CCC(=O)OC)(CC)C=1N=C(SC1)NC1=CC(=CC=C1)OC methyl 4-ethyl-4-[2-(3-methoxyanilino)thiazol-4-yl]hexanoate